N[C@@]1([C@@H](CCC1)CC)CO ((1s,2r)-1-amino-2-ethylcyclopentyl)methanol